tert-butyl (4'-oxo-2',3',4',5'-tetrahydro-[1,1'-biphenyl]-4-yl)carbamate O=C1CCC(=CC1)C1=CC=C(C=C1)NC(OC(C)(C)C)=O